[C@@H]1(CC(C(CC1)C(C)C)OC(COCCO)=O)C (2-hydroxyethoxy)acetic acid (1r,2s,5r)-3-menthyl ester